N-(3-hydroxyphenyl)-5,6,7-trimethoxy-4-oxo-1,4-dihydroquinoline-3-carboxamide OC=1C=C(C=CC1)NC(=O)C1=CNC2=CC(=C(C(=C2C1=O)OC)OC)OC